N1(N=NC=C1)CCOC=1C=CC(=C2C=CN=CC12)C(C)C 8-(2-(1H-1,2,3-triazol-1-yl)ethoxy)-5-isopropylisoquinolin